1-((1S,3S)-3-butyl-1-cyclohexyl-6-methoxy-3,4-dihydroisoquinolin-2(1H)-yl)prop-2-yn-1-one C(CCC)[C@@H]1N([C@H](C2=CC=C(C=C2C1)OC)C1CCCCC1)C(C#C)=O